2-((S)-1-cyclopropylethyl)-6-((R)-1-(ethylsulfonyl)ethyl)phenol C1(CC1)[C@H](C)C1=C(C(=CC=C1)[C@@H](C)S(=O)(=O)CC)O